C1(CC1)C1=CC(=NN1)NC1=NC(=NC=C1)N1CC2(C1)CCN(C2)C(=O)OC(C)(C)C tert-butyl 2-[4-[(5-cyclopropyl-1H-pyrazol-3-yl)amino]pyrimidin-2-yl]-2,7-diazaspiro[3.4]octane-7-carboxylate